COC1=CC2=C(C=3N=CN(C(C3S2)=O)CCC(=O)O)C=C1OC 3-(7,8-dimethoxy-4-oxobenzo[4,5]thieno[3,2-d]pyrimidin-3(4H)-yl)propanoic acid